ClC=1C(=C2C(=NC1C)SC(=C2C=C)C(=O)OCC)C Ethyl 5-chloro-4,6-dimethyl-3-vinylthieno[2,3-b]Pyridine-2-carboxylate